CC=1C(=C(C=C(C1)C)C(CCC)C1=C(C(=CC(=C1)C)C)O)O 1,1-bis-(3,5-dimethyl-2-hydroxyphenyl)butane